C12(CC3CC(CC(C1)C3)C2)NCCCCCCCNC2=C3CN(C(C3=C(C=C2)F)=O)C2C(NC(CC2)=O)=O 3-(4-((7-((adamantan-1-yl)amino)heptyl)amino)-7-fluoro-1-oxoisoindolin-2-yl)piperidine-2,6-dione